7-fluoro-3-iodo-imidazo[1,2-a]pyridine FC1=CC=2N(C=C1)C(=CN2)I